(3R)-3-(4-Chlorophenyl)-2-[(5-chloropyridin-2-yl)methyl]-3-{[1-(hydroxymethyl)cyclopropyl]methoxy}-6-(2-hydroxypropan-2-yl)-2,3-dihydro-1H-isoindol-1-on ClC1=CC=C(C=C1)[C@@]1(N(C(C2=CC(=CC=C12)C(C)(C)O)=O)CC1=NC=C(C=C1)Cl)OCC1(CC1)CO